methyl (S)-2-((2-(3,6-difluoro-2-methoxy-4-(methylcarbamoyl)-phenyl)-7-methylimidazo[1,2-a]pyridin-3-yl)methyl)morpholine-4-carboxylate FC=1C(=C(C(=CC1C(NC)=O)F)C=1N=C2N(C=CC(=C2)C)C1C[C@H]1CN(CCO1)C(=O)OC)OC